[N+](=O)([O-])C1=CC=C(C=C1)C1CN(CCO1)C(=O)OC(C)(C)C tert-butyl 2-(4-nitrophenyl)morpholine-4-carboxylate